COC(=O)C=1NC=CC1CC 3-ethylpyrrole-2-carboxylic acid methyl ester